diethyl-[(3R)-3-[4-(5-fluoro-6-hydroxy-3-pyridyl)phenyl]-3-[[(7S)-7-tert-butyl-5,6,7,8-tetrahydrothiazolo[5,4-b]quinoline-2-carbonyl]amino]propyl]ammonium C(C)[NH+](CC[C@@H](NC(=O)C=1SC2=NC=3CC[C@@H](CC3C=C2N1)C(C)(C)C)C1=CC=C(C=C1)C=1C=NC(=C(C1)F)O)CC